trans-tert-butyl-4-(4-oxopiperidin-1-yl)cyclohexane-1-carboxylate C(C)(C)(C)OC(=O)[C@@H]1CC[C@H](CC1)N1CCC(CC1)=O